(difluoro(2-(((3S,6S,9aS)-3-(2-(5-methyl-1,3,4-oxadiazol-2-yl)morpholine-4-carbonyl)-5-oxooctahydro-1H-pyrrolo[1,2-a]azepin-6-yl)carbamoyl)benzo[b]thiophen-5-yl)methyl)phosphonic acid FC(C1=CC2=C(SC(=C2)C(N[C@H]2CCC[C@@H]3N(C2=O)[C@@H](CC3)C(=O)N3CC(OCC3)C=3OC(=NN3)C)=O)C=C1)(F)P(O)(O)=O